CC1=CC(=NO1)NC(CN(C=1C2=C(N=C(N1)C1=NC=CC=C1)SC=C2C2=CC=CC=C2)C)=O N-(5-methyl-1,2-oxazol-3-yl)-2-{methyl[5-phenyl-2-(pyridin-2-yl)thieno[2,3-d]pyrimidin-4-yl]amino}acetamide